2-(chloromethyl)-5-(3-chlorophenyl)-1,3,4-Oxadiazole ClCC=1OC(=NN1)C1=CC(=CC=C1)Cl